OC(C1=CC=C(N=N1)C1=C(C=C(C=C1C)C)O)C=1C=NC=CC1 2-(6-(hydroxy(pyridin-3-yl)methyl)pyridazin-3-yl)-3,5-dimethylphenol